6-isopropyl-1-methyl-1H-indazol-4-amine C(C)(C)C=1C=C(C=2C=NN(C2C1)C)N